Tert-butyl (7-((6-fluorobenzo[d]thiazol-2-yl) amino)-7-oxoheptyl)carbamate FC1=CC2=C(N=C(S2)NC(CCCCCCNC(OC(C)(C)C)=O)=O)C=C1